(E)-3-hydroxy-N'-(3-((4-oxo-4H-benzopyran-3-yl)methoxy)benzylidene)benzoyl-hydrazine OC=1C=C(C(=O)N/N=C/C2=CC(=CC=C2)OCC2=COC3=C(C2=O)C=CC=C3)C=CC1